(4-(2-aminoethyl)piperidin-1-yl)(2-chloro-4-((3-(2,3-difluoro-4-methoxyphenyl)imidazo[1,2-a]pyrazin-8-yl)amino)phenyl)methanone NCCC1CCN(CC1)C(=O)C1=C(C=C(C=C1)NC=1C=2N(C=CN1)C(=CN2)C2=C(C(=C(C=C2)OC)F)F)Cl